5-(4-(hydroxymethyl)piperidin-1-yl)-1,3,4-thiadiazole-2-carboxamide OCC1CCN(CC1)C1=NN=C(S1)C(=O)N